COC=1C=C(CNC(C(O)[C@H]2N(CCC2)C(CNC(=O)C2=CC=NC3=C(C=CC=C23)NC(CCCN(C)C)=O)=O)=O)C=CC1OC N-(2-((2S)-2-(2-((3,4-dimethoxybenzyl)amino)-1-hydroxy-2-oxoethyl)pyrrolidin-1-yl)-2-oxoethyl)-8-(4-(dimethylamino)butanamido)quinoline-4-carboxamide